(±)-methyl (1R,2R)-2-(((6-(5-((5-(cyclopropylmethyl)-1H-tetrazol-1-yl)methyl)-1-methyl-1H-1,2,3-triazol-4-yl)-2-methylpyridin-3-yl)oxy)methyl)cyclobutane-1-carboxylate C1(CC1)CC1=NN=NN1CC1=C(N=NN1C)C1=CC=C(C(=N1)C)OC[C@H]1[C@@H](CC1)C(=O)OC |r|